C1(CCO1)=O β-propionolactone